C(=CC)N1C(CCC1)=O N-propenyl-pyrrolidone